2-(2-Fluorophenyl)-N-(methylaminothioformyl)-2-(4-(trifluoromethyl)pyridin-2-yl)acetamide FC1=C(C=CC=C1)C(C(=O)NC(=S)NC)C1=NC=CC(=C1)C(F)(F)F